OC1=CC=C(C=C1)C1(CCC(CC1)C)C1=CC=C(C=C1)O 1,1-Bis-(4-hydroxyphenyl)-4-methylcyclohexan